C(C)N(CCNC)CC N,N-diethyl-N'-methyl-1,2-ethylenediamine